C(C)(C)(C)OC(NC1=CC=2C(=NC=CC2S1)Cl)=O.ClC1=NC=CC2=C1C(=C(S2)NC(OC(C)(C)C)=O)C#N tert-Butyl N-(4-chloro-3-cyano-thieno[3,2-c]pyridin-2-yl)carbamate tert-Butyl-N-(4-chlorothieno[3,2-c]pyridin-2-yl)carbamate